C[C@@H](CC1=C(C=CC(=C1)OC)OC)N (+)-2,5-Dimethoxyamphetamine